FC(OC1=CC(=C(C(=C1)C(C)C)NC(=O)N=[S@@](=O)(N)C=1SC(=CN1)C(C)(C)O)C(C)C)F (S)-N'-(4-(difluoromethoxy)-2,6-diisopropylphenyl-carbamoyl)-5-(2-hydroxypropan-2-yl)thiazole-2-sulfonimidamide